NC1=NC=CC2=C1C(=NN2[C@H]2C[C@@H](N(C2)C(C=C)=O)C(F)F)C#CC2=CC1=C(N(C=N1)CC)C=C2Cl 1-((2R,4S)-4-(4-amino-3-((6-chloro-1-ethyl-1H-benzo[d]imidazol-5-yl)ethynyl)-1H-pyrazolo[4,3-c]pyridin-1-yl)-2-(difluoromethyl)pyrrolidin-1-yl)prop-2-en-1-one